ClC1=C(C=C(C(=C1)F)C1=NC=NC2=CC(=CC=C12)N1C(C(OC(C1([2H])[2H])([2H])[2H])([2H])[2H])([2H])[2H])C(O)C1=NC=CN=C1OC 2-Chloro-4-fluoro-5-[7-(2,2,3,3,5,5,6,6-octadeuteriomorpholin-4-yl)quinazolin-4-yl]phenyl-(3-methoxypyrazin-2-yl)methanol